(3RS)-3-amino-4-(2,4,5-trifluorophenyl)butanoic acid methyl ester COC(C[C@@H](CC1=C(C=C(C(=C1)F)F)F)N)=O |r|